COC=1C=CC(=NC1)COC1=CC=CC(=N1)C=1CCN(CC1)CC1=NC2=C(N1C[C@H]1OCC1)C=C(C=C2)C(=O)O (S)-2-((6-((5-methoxypyridin-2-yl)methoxy)-3',6'-dihydro-[2,4'-bipyridin]-1'(2'H)-yl)methyl)-1-(oxetan-2-ylmethyl)-1H-benzo[d]imidazole-6-carboxylic acid